NC1(CC1)CNC1=NC(=C2C(=N1)N(N=C2)C)NC2=CC(=CC(=C2)F)Cl 6-N-[(1-aminocyclopropyl)methyl]-4-N-(3-chloro-5-fluorophenyl)-1-methylpyrazolo[3,4-d]pyrimidine-4,6-diamine